selenolothiophene S1C=CC2=C1C=C[Se]2